((5-(3-(dimethylamino)propoxy)-6-methoxybenzo[d]thiazol-2-yl)methyl)-carbamic acid tert-butyl ester C(C)(C)(C)OC(NCC=1SC2=C(N1)C=C(C(=C2)OC)OCCCN(C)C)=O